1-(2-Morpholinothiazol-4-yl)-1H-imidazole-4-carboxylic acid ethyl ester C(C)OC(=O)C=1N=CN(C1)C=1N=C(SC1)N1CCOCC1